hexahydronaphthalene C1CCC2C=CC=CC2C1